1-(trifluoromethyl)imidazolidin-2-one FC(N1C(NCC1)=O)(F)F